4-morpholino-2,6-dichloro-1,3,5-triazine O1CCN(CC1)C1=NC(=NC(=N1)Cl)Cl